CC(C(=O)O)N methyl-aminomonoacetic acid